8-(4-(difluoromethoxy)phenyl)-2-ethoxy-1,6-naphthyridin-7(6H)-one FC(OC1=CC=C(C=C1)C=1C(NC=C2C=CC(=NC12)OCC)=O)F